(2R,4R)-4-methoxy-N-[2-[(2-methoxy-2-methyl-propyl)amino]-2-oxo-1-(3-pyridyl)ethyl]-N-[4-(pentafluoro-λ6-sulfanyl)phenyl]pyrrolidine-2-carboxamide CO[C@@H]1C[C@@H](NC1)C(=O)N(C1=CC=C(C=C1)S(F)(F)(F)(F)F)C(C(=O)NCC(C)(C)OC)C=1C=NC=CC1